3-(4-(4-(1-(4-(4-chlorophenoxy)phenyl)-2-cyclopropyl-1H-imidazol-4-yl)piperidin-1-yl)butyl)-1H-indole-5-carbonitrile ClC1=CC=C(OC2=CC=C(C=C2)N2C(=NC(=C2)C2CCN(CC2)CCCCC2=CNC3=CC=C(C=C23)C#N)C2CC2)C=C1